(2S,4R)-1-acetyl-N-((S)-1-(5-(((R)-1,1-dimethyl-2,3-dihydro-1H-inden-2-yl)amino)pyridin-2-yl)-2,2,2-trifluoroethyl)-4-hydroxy-N-methylpyrrolidine-2-carboxamide C(C)(=O)N1[C@@H](C[C@H](C1)O)C(=O)N(C)[C@H](C(F)(F)F)C1=NC=C(C=C1)N[C@H]1C(C2=CC=CC=C2C1)(C)C